1-indolin-4-ylpiperidin-4-one N1CCC2=C(C=CC=C12)N1CCC(CC1)=O